1-(4-cyano-3-(trifluoromethyl)phenyl)-N-(6-((1-((1-(4-((2,6-dioxopiperidin-3-yl)amino)-2-fluorophenyl)piperidin-4-yl)methyl)piperidin-4-yl)oxy)pyridazin-3-yl)piperidine-4-carboxamide C(#N)C1=C(C=C(C=C1)N1CCC(CC1)C(=O)NC=1N=NC(=CC1)OC1CCN(CC1)CC1CCN(CC1)C1=C(C=C(C=C1)NC1C(NC(CC1)=O)=O)F)C(F)(F)F